O1CCN(CC1)CC1NC2=C(C=C(C=C2C1)S(=O)(=O)NC(C1=CC=CC=C1)=O)[N+](=O)[O-] N-((2-(morpholinomethyl)-7-nitroindolin-5-yl)sulfonyl)benzamide